3-(5-((4-((((1s,3s)-adamantan-1-yl)amino)methyl)piperazin-1-yl)methyl)-2-methyl-4-oxoquinazolin-3(4H)-yl)piperidine-2,6-dione C12(CC3CC(CC(C1)C3)C2)NCN2CCN(CC2)CC2=C3C(N(C(=NC3=CC=C2)C)C2C(NC(CC2)=O)=O)=O